FC1(CCN(CC1)C1=C(C(N(C2=CC(=CC=C12)O[C@H]1COCC1)C)=O)C#N)C=1OC2=C(N1)C=C(C=C2)C |r| (rac)-4-[4-fluoro-4-(5-methyl-1,3-benzoxazol-2-yl)piperidin-1-yl]-1-methyl-2-oxo-7-(oxolan-3-yloxy)-1,2-dihydroquinoline-3-carbonitrile